N1(C=NC=C1)C1=CC=C2C(=N1)C(CN2)(C)C 5-(1H-imidazol-1-yl)-3,3-dimethyl-2,3-dihydro-1H-pyrrolo[3,2-b]Pyridine